N-((6-methoxy-3-methyl-1H-indol-2-yl)methyl)-1-methylcyclopropane-1-carboxamide COC1=CC=C2C(=C(NC2=C1)CNC(=O)C1(CC1)C)C